3-[[(tert-butyldimethylsilyl)oxy]methyl]thiomorpholine [Si](C)(C)(C(C)(C)C)OCC1NCCSC1